C(C=C)(=O)OCC1C(CCC1C)C 2,5-dimethyl-1-cyclopentylmethyl acrylate